CC=1C(=NSC1NC1=NC=C(C=C1)OCCN1CCCC1)OCC1=C(C=C(C=C1F)Br)F methyl-3-((4-bromo-2,6-difluorobenzyl)oxy)-5-((5-(2-(pyrrolidin-1-yl)ethoxy)pyridin-2-yl)amino)isothiazole